ClC1=NC=C(C(=C1)C1=C(C=NC(=C1)COC)C(=O)NC=1SC(=NN1)OC)OC 2'-chloro-5'-methoxy-N-(5-methoxy-1,3,4-thiadiazol-2-yl)-6-(methoxymethyl)-(4,4'-bipyridine)-3-carboxamide